4-((1S,3S)-3-butyl-6-methoxy-1,2,3,4-tetrahydroisoquinolin-1-yl)-N-cyclobutylbenzenesulfonamide C(CCC)[C@@H]1N[C@H](C2=CC=C(C=C2C1)OC)C1=CC=C(C=C1)S(=O)(=O)NC1CCC1